acrylonitrile, lithium salt [Li].C(C=C)#N